(Z)-4-[1-benzyl-4-[(4-chlorophenyl)methyl]piperidin-4-yl]-2-hydroxy-4-oxobut-2-enoic acid hydrochloride Cl.C(C1=CC=CC=C1)N1CCC(CC1)(CC1=CC=C(C=C1)Cl)C(\C=C(\C(=O)O)/O)=O